(E)-6-(4-(methacryloyloxy)phenyl)-4-oxohex-5-enoic acid C(C(=C)C)(=O)OC1=CC=C(C=C1)/C=C/C(CCC(=O)O)=O